CC1=CC=2C=3N(C(=NC2C(=C1)[C@@H](C)NC1=C(C=CC=C1)C1=NN=NN1)N1CCOCC1)C=C(N3)C(F)(F)F (R)-N-(1-(9-methyl-5-morpholino-2-(trifluoromethyl)imidazo[1,2-c]quinazolin-7-yl)ethyl)-2-(1H-tetrazol-5-yl)aniline